C1(CC1)C1=NN(C=C1C#N)CC(=O)[C@H]1C[C@H]([C@H]2[C@@H]3CC[C@@H]4C[C@](CC[C@@H]4[C@H]3CC[C@]12C)(C)O)C 3-cyclopropyl-1-(2-((3R,5R,8R,9R,10S,13S,14S,15R,17S)-3-hydroxy-3,13,15-trimethylhexadecahydro-1H-cyclopenta[a]phenanthren-17-yl)-2-oxoethyl)-1H-pyrazole-4-carbonitrile